FC(NC1CNCC1)(F)F N-trifluoromethyl-pyrrolidin-3-amine